FC1=C(C=CC(=C1)N1CCN(CC1)C)N1C(=NC(=C1)C1=NC(=NC=C1C(F)(F)F)NC1CCN(CC1)S(=O)(=O)C)C 4-(1-(2-fluoro-4-(4-methylpiperazin-1-yl)phenyl)-2-methyl-1H-imidazol-4-yl)-N-(1-(methylsulfonyl)piperidin-4-yl)-5-(trifluoromethyl)pyrimidin-2-amine